ethyl 2-oxocyclopentane-1-carboxylate O=C1C(CCC1)C(=O)OCC